N-(1,3-thiazol-2-yl)acetamide hydrochloride Cl.S1C(=NC=C1)NC(C)=O